4-(2-(4-acrylamidophenyl)-4-amino-7-cyano-1-methyl-1H-pyrrolo[3,2-c]pyridin-3-yl)-N-cyclobutyl-2-methoxybenzamide C(C=C)(=O)NC1=CC=C(C=C1)C1=C(C=2C(=NC=C(C2N1C)C#N)N)C1=CC(=C(C(=O)NC2CCC2)C=C1)OC